OC1=CC=C2C(=C(C(C2=C1)=O)C1=NC=CC=C1)C=1SC=CC1 6-hydroxy-2-(pyridin-2-yl)-3-(thiophen-2-yl)-1H-inden-1-one